C(C)(=O)N1CCC(CC1)N1C=C(C(C2=CC(=C(C=C12)N1CC2=NC=CC=C2C1)Cl)=O)C(=O)O 1-(1-acetylpiperidin-4-yl)-6-chloro-7-(5,7-dihydro-6H-pyrrolo[3,4-b]pyridin-6-yl)-4-oxo-1,4-dihydroquinoline-3-carboxylic acid